Cl.C(C)OC=1N(N=C2N=CC(=CC21)C(=O)NC2=NC=C(N=C2)N2CCNCC2)C ethoxy-2-methyl-N-(5-(piperazin-1-yl)pyrazin-2-yl)-2H-pyrazolo[3,4-b]pyridine-5-carboxamide hydrochloride